COC1=C(C=CC(=C1)[N+](=O)[O-])C1=CC=CC=C1 methoxy-4-nitro-[1,1'-biphenyl]